C(#N)[C@H]1N(CSC1)C(CNC(=O)C1=CC=NC2=CC=C(C=C12)N1[C@@H](CCC1)C)=O N-(2-((R)-4-cyanothiazolidin-3-yl)-2-oxoethyl)-6-((R)-2-methylpyrrolidin-1-yl)quinoline-4-carboxamide